ClC1=CC2=C(N(C(N2C2CCN(CC2)CC2=C(C=C(C=C2)F)Cl)=O)CC(=O)N(C)C)C=C1Cl 2-(5,6-dichloro-3-(1-(2-chloro-4-fluorobenzyl)piperidin-4-yl)-2-oxo-2,3-dihydro-1H-benzo[d]imidazol-1-yl)-N,N-dimethyl-acetamide